N1C(=NC2=C1C=CC=C2)C=2C=C(C=CC2)NC2=NC=C(C=N2)C2=NC=CC=C2 N-[3-(1H-benzo[d]imidazol-2-yl)phenyl]-5-(pyridin-2-yl)pyrimidin-2-amine